FC1=C(C=CC(=C1)OC1=CC=CC=C1)C1=NN(C2=NC=NC(=C21)N)[C@H]2CNC[C@@H](C2)OC 3-(2-fluoro-4-phenoxyphenyl)-1-((3r,5r)-5-methoxypiperidin-3-yl)-1H-pyrazolo[3,4-d]pyrimidin-4-amine